(2r,4S)-2-((1R,5S,6S)-6-(4-Isopropylphenyl)-3-azabicyclo[3.1.0]hexan-3-carbonyl)-5-azaspiro[3.4]octan-6-on C(C)(C)C1=CC=C(C=C1)C1[C@@H]2CN(C[C@H]12)C(=O)C1CC2(C1)NC(CC2)=O